tert-Butyl 2-fluoro-3-(1-(4-fluorophenyl)-1H-pyrazol-4-yl)benzylcarbamate FC1=C(CNC(OC(C)(C)C)=O)C=CC=C1C=1C=NN(C1)C1=CC=C(C=C1)F